O1CCOC2=NC=CC(=C21)C(=O)N 2,3-dihydro-[1,4]dioxino[2,3-b]pyridine-8-carboxamide